C(C)OC(CN(C1=CC=CC=C1)C(CN=[N+]=[N-])=O)=O N-(2-azidoacetyl)-N-phenylglycine ethyl ester